OC1=CC=C(C=C1)CC (4-hydroxyphenyl)ethane